1-ethyl-9,10-bis(n-butoxycarbonyloxy)anthracene C(C)C1=CC=CC2=C(C3=CC=CC=C3C(=C12)OC(=O)OCCCC)OC(=O)OCCCC